(S)-2-(p-bromophenoxy)valeric acid BrC1=CC=C(O[C@H](C(=O)O)CCC)C=C1